NC1=CC=C(C=C1)C1=NC=C(C=C1C(=O)NC1=CC(=C(C=C1)C)C(F)(F)F)O (4-aminophenyl)-5-hydroxy-N-[4-methyl-3-(trifluoromethyl)phenyl]pyridine-3-carboxamide